C(C=C)OC1=CC=C(C=C1)NC1=NN2C(C=N1)=CC=C2C2=CC=C(C=C2)OCC=C N,7-bis(4-(allyloxy)phenyl)pyrrolo[2,1-f][1,2,4]triazine-2-amine